C(C)(C)(C)OC(=O)NCC=1C=C(C2=C(N(C(=N2)C)C(=O)OC(C)(C)C)C1)C(=O)OCC 1-(tert-butyl) 4-ethyl 6-(((tert-butoxycarbonyl) amino) methyl)-2-methyl-1H-benzo[d]imidazole-1,4-dicarboxylate